7-[[5-(4-methylpiperazin-1-yl)-2-pyridyl]amino]-4-(1-methylpyrrolo[2,3-b]pyridin-5-yl)isoindolin-1-one CN1CCN(CC1)C=1C=CC(=NC1)NC=1C=CC(=C2CNC(C12)=O)C=1C=C2C(=NC1)N(C=C2)C